CC=1C=C(C=C(C1)C)S(=O)(=O)N[C@H](C(=O)NC1=CC=C(C=C1)N1CCOCC1)CC1=CNC2=CC=CC=C12 (S)-2-(3,5-dimethylphenylsulfonamido)-3-(1H-indol-3-yl)-N-(4-morpholinophenyl)propanamide